[(3R)-1-methylpyrrolidin-3-yl]-2-(8-isopropyl-5-oxothieno[3',2':4,5]pyrrolo[1,2-d][1,2,4]triazin-6(5H)-yl)acetamide CN1C[C@@H](CC1)C(C(=O)N)N1N=C(N2C(C1=O)=CC1=C2SC=C1)C(C)C